(2R,4S)-1-((S)-2-(11-aminoundecanamido)-3,3-dimethylbutanoyl)-4-hydroxy-N-(4-(4-methylthiazol-5-yl)benzyl)pyrrolidine-2-carboxamide hydrochloride Cl.NCCCCCCCCCCC(=O)N[C@H](C(=O)N1[C@H](C[C@@H](C1)O)C(=O)NCC1=CC=C(C=C1)C1=C(N=CS1)C)C(C)(C)C